N-[(2R,3S,7Z)-3-{[4-fluoro-3-(trifluoromethyl)phenyl]carbamoyl}-7-(2,2,2-trifluoroethylidene)bicyclo[2.2.1]heptan-2-yl]-5-(3-hydroxyprop-1-yn-1-yl)-2-methoxypyridine-3-carboxamide FC1=C(C=C(C=C1)NC(=O)[C@@H]1[C@@H](C\2CCC1/C2=C/C(F)(F)F)NC(=O)C=2C(=NC=C(C2)C#CCO)OC)C(F)(F)F